6-(2-(dimethylamino)-2-oxoethyl)-4-(2-methoxy-5-(trifluoromethyl)phenyl)nicotinic acid methyl ester COC(C1=CN=C(C=C1C1=C(C=CC(=C1)C(F)(F)F)OC)CC(=O)N(C)C)=O